ClC=1C=C(C=CC1)C(CCCCCOB([O-])[O-])(C1=CC(=CC=C1)Cl)C1=CC(=CC=C1)Cl.C(CCC)[N+](CCCC)(CCCC)CCCC.C(CCC)[N+](CCCC)(CCCC)CCCC tetrabutylammonium tris(3-chlorophenyl)hexyl-borate